ClC1=C(C=C(C=C1)N(C(OCC)=O)C1=NOC(C1)(C(F)(F)F)C1=CC(=CC(=C1)Cl)Cl)C(NC1(CC1)C#N)=O Ethyl N-[4-chloro-3-[(1-cyanocyclopropyl)carbamoyl]phenyl]-N-[5-(3,5-dichlorophenyl)-5-(tri-fluoromethyl)-4H-isoxazol-3-yl]carbamate